1,2-dioxahexane OOCCCC